C1(=C(C(=CC=C1)C(=O)O)C(=O)O)C(=O)O.C(CCCCCCCCCCCCC)(N)N tetradecanediamine-benzenetricarboxylic acid salt